(2S,11aR)-7-Fluoro-6-(2-fluorophenyl)-8-methyl-2-((2-oxo-1,2,3,4-tetrahydro-1,6-naphthyridin-7-yl)oxy)-2,3,11,11a-tetrahydro-1H,5H-benzo[f]pyrrolo[2,1-c][1,4]oxazepin-5-one FC=1C(=CC2=C(C(N3[C@@H](CO2)C[C@@H](C3)OC3=NC=C2CCC(NC2=C3)=O)=O)C1C1=C(C=CC=C1)F)C